trimethylsilyl-butyric acid C[Si](C)(C)C(C(=O)O)CC